ClC=1C=C(OC2=NC=C(C=N2)OB(O)O)C=CC1 [2-(3-chlorophenoxy)pyrimidin-5-yl]Boric acid